piperidine-3-carboxylic acid (pyrazin-2-ylmethyl)-amide N1=C(C=NC=C1)CNC(=O)C1CNCCC1